1-[3-(1-hydroxyethyl)-6-[6-(6-methyl-7-oxo-5H-pyrrolo[3,4-b]pyridin-2-yl)benzimidazol-1-yl]-2-pyridinyl]-5-methyl-pyrazole-3-carbonitrile OC(C)C=1C(=NC(=CC1)N1C=NC2=C1C=C(C=C2)C2=CC=C1C(=N2)C(N(C1)C)=O)N1N=C(C=C1C)C#N